FC(C=1C=C(C=C(C1)C(F)(F)F)[B-](C1=CC(=CC(=C1)C(F)(F)F)C(F)(F)F)(C1=CC(=CC(=C1)C(F)(F)F)C(F)(F)F)C1=CC(=CC(=C1)C(F)(F)F)C(F)(F)F)(F)F.B(OC1=CC(=CC(=C1)C(F)(F)F)C(F)(F)F)([O-])[O-] [3,5-bis(trifluoromethyl) phenyl] borate (Tetrakis[3,5-bis(trifluoromethyl)phenyl]borate)